IC1=CN(C=2N=CN=C(C21)N)[C@@H]2CO[C@@H](OC2)C2CCN(CC2)C 5-iodo-7-((cis)-2-(1-methylpiperidin-4-yl)-1,3-dioxane-5-yl)-7H-pyrrolo[2,3-d]pyrimidin-4-amine